C(C)(C)(C)OC(=O)N1CC(C1)OCC(=O)O 2-(1-tert-butoxycarbonylazetidin-3-yl)oxyacetic Acid